methyl oxo-1,2,3,4-tetrahydroisoquinoline-5-carboxylate O=C1NCCC=2C(=CC=CC12)C(=O)OC